2,4-dimethyl-5-thiadiazolecarboxamidine hydrochloride Cl.CN1SC(=C(N1)C)C(=N)N